C12(C(=O)CC(CC1)C2(C)C)CS(=O)(=O)[O-].C[N+](CC)(CC)C dimethyldiethylammonium camphorsulfonate salt